5-(tert-butylamino)-5-oxopentanoic acid C(C)(C)(C)NC(CCCC(=O)O)=O